(3,4-dinitrophenyl)(4-methylpiperazin-1-yl)methanone [N+](=O)([O-])C=1C=C(C=CC1[N+](=O)[O-])C(=O)N1CCN(CC1)C